tert-Butyl 4-((2-(2-(3-nitrobenzamido)phenyl)benzofuran-6-yl)methyl)piperazine-1-carboxylate [N+](=O)([O-])C=1C=C(C(=O)NC2=C(C=CC=C2)C=2OC3=C(C2)C=CC(=C3)CN3CCN(CC3)C(=O)OC(C)(C)C)C=CC1